(1R,3S)-3-[1-tert-butyl-5-({[3-(methoxymethyl)-1-methyl-1H-pyrazol-5-yl]carbonyl}amino)-1H-pyrazol-3-yl]cyclopentyl (4,4,4-trifluorobutan-2-yl)carbamate FC(CC(C)NC(O[C@H]1C[C@H](CC1)C1=NN(C(=C1)NC(=O)C1=CC(=NN1C)COC)C(C)(C)C)=O)(F)F